(4-([1,2,4]triazolo[4,3-b]pyridazin-6-yl)piperazin-1-yl)((1s,3s)-3-hydroxy-1-phenylcyclobutyl)methanone N=1N=CN2N=C(C=CC21)N2CCN(CC2)C(=O)C2(CC(C2)O)C2=CC=CC=C2